O1C(=CC=C1)C1=CC(=NC(=N1)SC)N1C(=NC2=C1C=CC(=C2)OC)CC2=CC=NC=C2 1-[6-(furan-2-yl)-2-(methylsulfanyl)pyrimidine-4-yl]-5-methoxy-2-(pyridin-4-ylmethyl)-1,3-benzodiazole